CC1(CCNCC1)C(NC=1C=NN(C1)C)=N 4-methyl-N-(1-methylpyrazol-4-yl)piperidine-4-carboximidamide